perfluorooctanoic acid zinc [Zn].FC(C(=O)O)(C(C(C(C(C(C(F)(F)F)(F)F)(F)F)(F)F)(F)F)(F)F)F